8-bromo-N-methyl-N-[1-(2-pyrimidin-2-yl-1,2,4-triazol-3-yl)ethyl]-6-(trifluoromethyl)quinazolin-4-amine BrC=1C=C(C=C2C(=NC=NC12)N(C(C)C=1N(N=CN1)C1=NC=CC=N1)C)C(F)(F)F